(1-(5-(2,3,6',8'-tetrahydrospiro[indene-1,9'-pyrido[3',2':4,5]imidazo[2,1-c][1,4]oxazin]-2'-yl)pyrimidin-2-yl)piperidin-3-yl)methanol N1=C(C=CC=2N=C3COCC4(N3C21)CCC2=CC=CC=C24)C=2C=NC(=NC2)N2CC(CCC2)CO